4-(6,6-dimethyl-5-oxo-1,2,3,7,8,9-hexahydropyrazolo[1,2-a]diazepin-3-yl)benzonitrile CC1(C(N2N(CCC1)CCC2C2=CC=C(C#N)C=C2)=O)C